NC1=C(C(=O)NC2=C(C=C(C=C2)NC(=O)C=2C(N(C(=CC2)C)C2=CC=C(C=C2)F)=O)F)C=C(C=N1)Br 2-amino-5-bromo-N-(2-fluoro-4-(1-(4-fluorophenyl)-6-methyl-2-oxo-1,2-dihydropyridin-3-carboxamido)phenyl)nicotinamide